C(C)(C)(C)OC(=O)N1[C@@H]2C[C@@H]2C[C@@H]1COC1=NC(=CC=C1Cl)OC (1R,3R,5R)-3-(((3-chloro-6-methoxypyridin-2-yl)oxy)methyl)-2-azabicyclo[3.1.0]hexane-2-carboxylic acid tert-butyl ester